O[C@@H]1C[C@H](N(C1)C(=O)[C@H](C(C)(C)C)N1N=NC(=C1)C=1C=NN2C1CN(CC2)C(=O)OC(C)(C)C)C(NC)=O tert-butyl 3-[1-[(1S)-1-[(2S,4R)-4-hydroxy-2-(methylcarbamoyl)pyrrolidine-1-carbonyl]-2,2-dimethyl-propyl]triazol-4-yl]-6,7-dihydro-4H-pyrazolo[1,5-a]pyrazine-5-carboxylate